P(=O)([O-])([O-])[O-].[Li+].C1(=CC=CC=C1)C=1C(=C(C(=O)N)C(=CC1C)C)C.[Li+].[Li+] phenyl-(2,4,6-trimethylbenzamide) lithium phosphate